C(C)(=O)O[C@@H]1COCC[C@H]1NC1=NN2C(C=N1)=C(C(=C2C(C(F)(F)F)C)C#N)Cl (3S,4R)-4-{[5-chloro-6-cyano-7-(1,1,1-trifluoropropan-2-yl)pyrrolo[2,1-f][1,2,4]triazin-2-yl]amino}oxan-3-yl acetate